7-bromo-phthalazin-1-ol BrC1=CC=C2C=NN=C(C2=C1)O